COC1=CC(=C(CNC(=O)C2CCN(CC2)C(=O)OC(C)(C)C)C=C1)C(F)(F)F tert-Butyl 4-((4-methoxy-2-(trifluoromethyl)benzyl)carbamoyl)piperidine-1-carboxylate